N-(3-(3-(2-(1,3-dioxoisoindolin-2-yl)ethyl)-2-oxopyridin-1(2H)-yl)propyl)acetamide O=C1N(C(C2=CC=CC=C12)=O)CCC=1C(N(C=CC1)CCCNC(C)=O)=O